FC(C1=NNC(=N1)C=1N=C(C=2N(C1)C=CN2)CC2=CC(=C(C=C2)C)F)F 6-(3-(difluoromethyl)-1H-1,2,4-triazol-5-yl)-8-(3-fluoro-4-methylbenzyl)imidazo[1,2-a]pyrazine